2-(3-acetyl-5-(4-fluorophenylsulphonamido)-1H-indazol-1-yl)-N-(2-((3-chloro-2-fluorophenylmethyl)amino)-2-oxoethyl)-N-cyclopropylacetamide C(C)(=O)C1=NN(C2=CC=C(C=C12)NS(=O)(=O)C1=CC=C(C=C1)F)CC(=O)N(C1CC1)CC(=O)NCC1=C(C(=CC=C1)Cl)F